C(C)N(CC)[Nb]=NC(C)(C)C (diethylamino)(t-butylimino)niobium